(3S)-3-methyl-4-[(3-methyl-2-pyridinyl)methyl]piperazine-1-carboxylic acid tert-butyl ester C(C)(C)(C)OC(=O)N1C[C@@H](N(CC1)CC1=NC=CC=C1C)C